N5,N6-bis(2-(trifluoromethyl)phenyl)-[1,2,5]oxadiazolo[3,4-b]pyrazine-5,6-diamine FC(C1=C(C=CC=C1)NC1=NC=2C(N=C1NC1=C(C=CC=C1)C(F)(F)F)=NON2)(F)F